C1(=CC=CC=C1)CC(=O)N α-toluamide